6-chloro-7-(5-methyl-1H-indazol-4-yl)quinolin-2(1H)-one ClC=1C=C2C=CC(NC2=CC1C1=C2C=NNC2=CC=C1C)=O